2-methyl-9,12-dioxo-13-{2-[(1-oxododecyl) oxy] ethyl}-5-oxa-2,8,13-triazapentadec-10-en-15-yl dodecanoate C(CCCCCCCCCCC)(=O)OCCN(C(C=CC(NCCOCCN(C)C)=O)=O)CCOC(CCCCCCCCCCC)=O